FC=1C=C(C(=NC1)OC)[C@@H](CC=C)NS(=O)C(C)(C)C N-((R)-1-(5-fluoro-2-methoxypyridin-3-yl)but-3-en-1-yl)-2-methylpropane-2-sulfinamide